CC(CCC(=O)[O-])CC 4-methylcaproate